OC=1C(=NC=C(C1C)C=1C=C2C=CC(=NC2=CC1)C)C(=O)NCC(=O)OCC ethyl (3-hydroxy-4-methyl-5-(2-methylquinolin-6-yl)picolinoyl)glycinate